4-Chloro-3-fluoropyridine ClC1=C(C=NC=C1)F